C1(CC1)C=1C=NC=C(C(=O)O)C1 5-Cyclopropylnicotinic Acid